CC([C@@H](C(N1[C@@H](CCCCC1)C(=O)N1C[C@H](CCC1)C1=CC=CC=C1)=O)NC(=O)C1=CC2=C(S1)C=CC(=C2)C(F)(F)P(O)(O)=O)(C)C ((2-(((S)-3,3-dimethyl-1-oxo-1-((S)-2-((R)-3-phenylpiperidine-1-carbonyl)azepan-1-yl)butan-2-yl)carbamoyl)benzo[b]thiophen-5-yl)difluoromethyl)phosphonic acid